(2R,3R,4S,5R,6S)-2-((1-((tert-butyldimethylsilyl)oxy)pent-4-en-2-yl)thio)-6-formyltetrahydro-2H-pyran-3,4,5-triyl tribenzoate C(C1=CC=CC=C1)(=O)O[C@H]1[C@H](O[C@@H]([C@@H]([C@@H]1OC(C1=CC=CC=C1)=O)OC(C1=CC=CC=C1)=O)C=O)SC(CO[Si](C)(C)C(C)(C)C)CC=C